o-propyl-ter-phenyl C(CC)C1=C(C=CC=C1)C=1C(=CC=CC1)C1=CC=CC=C1